{2-[1-(cyclopropylmethyl)-1H-pyrrolo[2,3-b]pyridin-2-yl]-1-methyl-1H-1,3-benzodiazole-5-amido}-4-(prop-2-enoyloxy)pyrrolidine-1-carboxylic acid tert-butyl ester C(C)(C)(C)OC(=O)N1C(CC(C1)OC(C=C)=O)NC(=O)C1=CC2=C(N(C(=N2)C2=CC=3C(=NC=CC3)N2CC2CC2)C)C=C1